C(C)(C)(C)C=1C=C(C=CC1O)OC(CC)=O 3-t-butyl-4-hydroxy-phenyl-propionate